3-bromo-1-(3-chloropyridine-2-yl)-N-[4,6-dichloro-3-fluoro-2-(methylcarbamoyl)phenyl]-1H-pyrazole-5-formamide BrC1=NN(C(=C1)C(=O)NC1=C(C(=C(C=C1Cl)Cl)F)C(NC)=O)C1=NC=CC=C1Cl